C(C1=CC=CC=C1)C1=CC(=NC(=C1)C)C1CN(CCO1)CC=1C(=NN(C1)C)C 2-(4-benzyl-6-methylpyridin-2-yl)-4-((1,3-dimethyl-1H-pyrazol-4-yl)methyl)morpholine